BrC1=CC=C(O[C@@H](C)C=2N=NNN2)C=C1 5-[(1S)-1-(4-bromophenoxy)ethyl]-2H-1,2,3,4-tetrazole